2-Ethyl-5-(2-((4-(6-(3-hydroxylphenyl)imidazo[2,1-b]oxazol-5-yl)pyrimidin-2-yl)amino)ethyl)-1,2,5-thiadiazolidin-1,1-dioxid C(C)N1S(N(CC1)CCNC1=NC=CC(=N1)C1=C(N=C2OC=CN21)C2=CC(=CC=C2)O)(=O)=O